(1R,5s,7R)-7-amino-3-Oxa-9-azabicyclo[3.3.1]nonane-9-carboxylic acid tert-butyl ester C(C)(C)(C)OC(=O)N1[C@H]2COC[C@@H]1CC(C2)N